3-(4-(4-(dimethoxymethyl)piperidin-1-yl)phenyl)piperidine-2,6-dione COC(C1CCN(CC1)C1=CC=C(C=C1)C1C(NC(CC1)=O)=O)OC